N-(2-Aminophenyl)-1-(phenylsulfonyl)-5-(3-(piperidin-1-yl)propoxy)-1H-indole-2-carboxamide NC1=C(C=CC=C1)NC(=O)C=1N(C2=CC=C(C=C2C1)OCCCN1CCCCC1)S(=O)(=O)C1=CC=CC=C1